methyl methanethiosulfinate CS(OC)=S